FC1CC(C1)(C#N)C1=CC=C(C=C1)OC(F)(F)F 3-fluoro-1-[4-(trifluoromethoxy)phenyl]cyclobutanecarbonitrile